OC1=C(C=CC=C1C1=CC(=NO1)N1CCN(CC1)C)C1=CC=C(C=C1)NC(C)=O N-(2'-hydroxy-3'-(3-(4-methylpiperazin-1-yl)isoxazol-5-yl)-[1,1'-biphenyl]-4-yl)acetamide